1-methoxy-1-(3,4,5-trimethoxyphenyl)-2-(2-methoxyphenoxy)-ethane COC(COC1=C(C=CC=C1)OC)C1=CC(=C(C(=C1)OC)OC)OC